NS Aminothiol